COC1=NC=C(C2=C1N=C(S2)NC(=O)N2CC1(CC2)COCCC1)C=1C=NN(C1)C 7-Oxa-2-aza-spiro[4.5]decane-2-carboxylic acid [4-methoxy-7-(1-methyl-1H-pyrazol-4-yl)-thiazolo[4,5-c]pyridin-2-yl]-amide